5-methoxy-3,3-dimethyl-2,3-dihydro-1H-inden-1-one COC=1C=C2C(CC(C2=CC1)=O)(C)C